ClN(S(=O)(=O)C1=CC=CC=C1)Cl N,N-dichlorobenzenesulfonamide